FC=1C=C(C=C(C1)F)SSC methyl (3,5-difluorophenyl) disulfide